trans-N-(3-(1-Cyclopropyl-1H-pyrazol-4-yl)phenyl)-N-((trans-4-(4-methoxy-3-methylphenyl)cyclohexyl)methyl)-4-(2-(methylsulfonamido)acetamido)-cyclohexanecarboxamide C1(CC1)N1N=CC(=C1)C=1C=C(C=CC1)N(C(=O)[C@@H]1CC[C@H](CC1)NC(CNS(=O)(=O)C)=O)C[C@@H]1CC[C@H](CC1)C1=CC(=C(C=C1)OC)C